NC1CC(C1)CC[C@@H](C)[C@H]1CC[C@H]2[C@@H]3CC[C@H]4C[C@H](CC[C@]4(C)[C@H]3CC[C@]12C)O (20R)-20-[2-(3-aminocyclobutyl)ethyl]-5α-pregnane-3β-ol